C(=O)(O)C1=CC=C(OCCC)C=C1 (p-carboxy-phenoxy)propane